1-((1S,4R)-2-azabicyclo[2.2.1]hept-5-en-2-yl)-2-(5-hydroxybenzofuran-3-yl)ethan-1-one [C@@H]12N(C[C@@H](C=C1)C2)C(CC2=COC1=C2C=C(C=C1)O)=O